C(C1=CC=CC=C1)O[C@H]1[C@H]([C@@H](O[C@]1(C)COCC1=CC=CC=C1)N1C(N=C(C=C1)NC(C1=CC=CC=C1)=O)=O)O N-(1-((2R,3R,4S,5R)-4-(benzyloxy)-5-((benzyloxy)methyl)-3-hydroxy-5-methyltetrahydrofuran-2-yl)-2-oxo-1,2-dihydropyrimidin-4-yl)benzamide